N[C@@H](CC(=O)[O-])C(=O)[O-].C(C1=CN=CC=C1)(=O)[O-].C(C1=CN=CC=C1)(=O)[O-].[Cr+4] chromium dinicotinate aspartate